CN(CCOCC(=O)N(C)C)C 2-[2-(dimethylamino)ethoxy]-N,N-dimethyl-acetamide